CN1N=CC=C1C(=O)N[C@@H]1CCC2=CC(=CC=C12)C1=NOC(=N1)C (R)-1-methyl-N-(5-(5-methyl-1,2,4-oxadiazol-3-yl)-2,3-dihydro-1H-inden-1-yl)-1H-pyrazole-5-carboxamide